BrC1=NN(C2=C(C=CC=C12)NS(=O)(=O)C=1C=NN(C1)C1=NC=CC(=C1)C(F)(F)F)C N-(3-bromo-1-methyl-1H-indazol-7-yl)-1-(4-(trifluoromethyl)pyridin-2-yl)-1H-pyrazole-4-sulfonamide